1,5-Anhydro-2-azido-6-O-[tert-butyl-(dimethyl)silyl]-2,3-dideoxy-D-xylo-hexitol N(=[N+]=[N-])[C@H]1CO[C@@H]([C@@H](C1)O)CO[Si](C)(C)C(C)(C)C